Dimethyl (2-chloro-4-methoxy-5-methyl-5,7-dihydro-6H-pyrrolo[3,4-d]pyrimidin-6-yl)phosphonate ClC=1N=C(C2=C(N1)CN(C2C)P(OC)(OC)=O)OC